tert-butyl 3-[3-(2-hydrazino-2-oxo-ethyl)-1-bicyclo[1.1.1]pentanyl]azetidine-1-carboxylate N(N)C(CC12CC(C1)(C2)C2CN(C2)C(=O)OC(C)(C)C)=O